N[C@H](C(=O)O)CC(=O)OC[C@H]1O[C@H]([C@H]([C@@H]1O)O)N1C(N=C(C=C1)NC([C@H](CC(=O)O)N)=O)=O (S)-2-amino-4-(((2R,3S,4S,5R)-5-(4-((S)-2-amino-3-carboxypropanamido)-2-oxopyrimidin-1(2H)-yl)-3,4-dihydroxytetrahydrofuran-2-yl)methoxy)-4-oxobutanoic acid